BrC1=CC2=C(N=C(N=C2)N[C@@H]2CN(CCC2)C(=O)OC(C)(C)C)N(C1=O)CC tert-Butyl (S)-3-((6-bromo-8-ethyl-7-oxo-7,8-dihydropyrido[2,3-d]pyrimidin-2-yl)amino)piperidine-1-carboxylate